(Z)-N-hydroxy-4-(2-(5-oxo-3-phenyl-4-(2-(thiazol-2-yl)hydrazino)-4,5-dihydro-1H-pyrazol-1-yl)thiazol-4-yl)benzamide Dimethyl-2,3-bis(phenylamino)fumarate COC(\C(=C(\C(=O)OC)/NC1=CC=CC=C1)\NC1=CC=CC=C1)=O.ONC(C1=CC=C(C=C1)C=1N=C(SC1)N1N=C(C(C1=O)NNC=1SC=CN1)C1=CC=CC=C1)=O